1-chloro-4-(2-methoxy-4-methylphenyl)-5-methylphthalazin ClC1=NN=C(C2=C(C=CC=C12)C)C1=C(C=C(C=C1)C)OC